C(C)(=O)N1CCC2(CC(C2)C#CC=2C=CC(=C(C2)NC(=O)C2=CNC(C=C2C(F)(F)F)=O)N2C[C@@H](N(CC2)C)C)CC1 (S)-N-(5-((7-acetyl-7-azaspiro[3.5]non-2-yl)ethynyl)-2-(3,4-dimethylpiperazin-1-yl)phenyl)-6-oxo-4-(trifluoromethyl)-1,6-dihydropyridine-3-carboxamide